dimethyl-(methylthio)sulfonium fluoroborate F[B-](F)(F)F.C[S+](SC)C